CC1=CC=C(N=N1)NC1=CC2=C(N=CN2)C=C1 5-[(6-methylpyridazin-3-yl)amino]benzimidazol